(S)-2-((2-(benzo[c][1,2,5]oxadiazol-5-ylmethoxy)-4-((2-bromo-[1,1'-biphenyl]-3-yl)methoxy)-5-chlorobenzyl)amino)-2-phenylacetic acid methyl ester COC([C@H](C1=CC=CC=C1)NCC1=C(C=C(C(=C1)Cl)OCC=1C(=C(C=CC1)C1=CC=CC=C1)Br)OCC1=CC=2C(=NON2)C=C1)=O